allyl-dichloro(1,3-bis(2,6-diisopropyl-phenyl)imidazol-2-ylidene)palladium (II) C(C=C)[Pd-3](=C1N(C=CN1C1=C(C=CC=C1C(C)C)C(C)C)C1=C(C=CC=C1C(C)C)C(C)C)(Cl)Cl